(R)-2-methyl-N-(4-(N-(1-(piperidin-4-yl)ethyl)sulfamoyl)-3-(trifluoromethyl)phenyl)benzamide CC1=C(C(=O)NC2=CC(=C(C=C2)S(N[C@H](C)C2CCNCC2)(=O)=O)C(F)(F)F)C=CC=C1